pyridinium chlorobromide ClBr.[NH+]1=CC=CC=C1